bis(1,2-dimethylcyclopentadienyl)zirconium dichloride [Cl-].[Cl-].CC1(C(=CC=C1)C)[Zr+2]C1(C(=CC=C1)C)C